C[C@@H]1[C@H](NCCO1)C(=O)O (2R,3S)-2-methylmorpholine-3-carboxylic acid